C1(CCCC1)C=1C(=NN2C1N=C(C=C2N2CCOCC2)N2N=C(C=C2)C=2C=C(C=CC2)C)C(=O)NC cyclopentyl-N-methyl-7-morpholino-5-(3-(m-tolyl)-1H-pyrazol-1-yl)pyrazolo[1,5-a]pyrimidine-2-carboxamide